4-(dibutylaminomethyldimethylsilyl)styrene C(CCC)N(CCCC)C[Si](C1=CC=C(C=C)C=C1)(C)C